amino(oxan-4-yl)acetic acid NC(C(=O)O)C1CCOCC1